(M)-6-chloro-7-(2-fluorophenyl)-1-(4-methyl-2-(2-propanyl)-3-pyridinyl)-4-(7-(2-propenoyl)-4,7-diazaspiro[2.5]octan-4-yl)pyrido[2,3-d]pyrimidin-2(1H)-one ClC1=CC2=C(N(C(N=C2N2C3(CC3)CN(CC2)C(C=C)=O)=O)C=2C(=NC=CC2C)C(C)C)N=C1C1=C(C=CC=C1)F